FC(C(C)(C)O)(F)C=1C(=C(C=CC1)[C@@H](C)NC1=NC(=NC2=C3C(=C(C=C12)N1CCC(CC1)O)CCC3)C)F (R)-1-(4-((1-(3-(1,1-difluoro-2-hydroxy-2-methylpropyl)-2-fluorophenyl)ethyl)amino)-2-methyl-8,9-dihydro-7H-cyclopenta[H]quinazolin-6-yl)piperidin-4-ol